C1=CN=CC=C1C2=CC=NN2 4-pyrazolylpyridine